(1R,5S)-N-((3,5-DICHLORO-4-(((R)-4-(3-FLUOROAZETIDIN-1-YL)-1-((4-FLUOROPHENYL)THIO)BUTAN-2-YL)AMINO)PHENYL)SULFONYL)-2,6-DIOXABICYCLO[3.2.1]OCTANE-1-CARBOXAMIDE ClC=1C=C(C=C(C1N[C@@H](CSC1=CC=C(C=C1)F)CCN1CC(C1)F)Cl)S(=O)(=O)NC(=O)[C@]12OCC[C@H](OC1)C2